(3-(4-amino-4-methylpiperidin-1-yl)-6-(4-chloro-1H-indol-6-yl)-5-methylpyrazin-2-yl)methanol NC1(CCN(CC1)C=1C(=NC(=C(N1)C)C1=CC(=C2C=CNC2=C1)Cl)CO)C